ClC1=CC=CC(=N1)N1N=C2CCC(CC2=C1O)N1CCN(CC1)C 2-(6-Chloropyridin-2-yl)-5-(4-methylpiperazin-1-yl)-4,5,6,7-tetrahydro-2H-indazol-3-ol